COC[C@@H](C)N |r| rac-1-methoxy-2-propylamine